COC=1C=C(C=C(C1OC)OC)N1C(N=CC=C1)NC1CC(NC1)CO 1-(4-((1-(3,4,5-trimethoxyphenyl)-1H-pyrimidin-2-yl)amino)pyrrolidin-2-yl)methanol